FCOC1CC(C1)(C1=NN=CN1C)C=1C=C(C=CC1)N1C(C2=CC(=CC(=C2C1)C(F)(F)F)CNC1(CCC1)C)=O 2-(3-((1r,3r)-3-(fluoromethoxy)-1-(4-methyl-4H-1,2,4-triazol-3-yl)cyclobutyl)phenyl)-6-(((1-methylcyclobutyl)amino)methyl)-4-(trifluoromethyl)isoindolin-1-one